propylpyridin-3-amine C(CC)C1=NC=CC=C1N